C(C)OC1=NC=CC=C1C1=CC(=C2C(=N1)C(=NN2C(C)C)C)NCC2=NN=CN2C 5-(2-ethoxypyridin-3-yl)-1-isopropyl-3-methyl-N-((4-methyl-4H-1,2,4-triazol-3-yl)methyl)-1H-pyrazolo[4,3-b]Pyridin-7-amine